O.O.C(\C=C\C(=O)O)(=O)O.NC1=C(C(=O)NC23CCC(CC2)(CC3)O)C=C(C=N1)C1=CC=C(C=C1)[C@@]13CN(C[C@H]3C1)C1CCOCC1 2-amino-N-(4-hydroxybicyclo[2.2.2]octan-1-yl)-5-(4-((1R,5S)-3-(tetrahydro-2H-pyran-4-yl)-3-azabicyclo[3.1.0]hexan-1-yl)phenyl)nicotinamide fumarate dihydrate